2-aminoethylaminomethyl-triethoxysilane NCCNC[Si](OCC)(OCC)OCC